CC1=NC(=CC=C1OC1=C(C(=CC=C1)F)CN1C[C@@H](N([C@@H](C1)C)C(C(C)C)=O)C(=O)NCC1=CC=C(C=C1)C1=NC=CC=N1)C (2R,6R)-4-({2-[(2,6-dimethylpyridin-3-yl)oxy]-6-fluorophenyl}methyl)-6-methyl-1-(2-methylpropanoyl)-N-{[4-(pyrimidin-2-yl)phenyl]methyl}piperazine-2-carboxamide